C(C)OC(COC1CCNCC1)=O 2-(piperidin-4-yloxy)acetic acid ethyl ester